N1CC(C1)N1C[C@@]2([C@@H](CN(CC2)C=2C=NC=C(C2C(F)(F)F)OC)CC)C=2C=CC(=NC2C1=O)C=1C(=NC=CC1)OCC |r| rac-(3'S,5S)-7-(azetidin-3-yl)-2-(2-ethoxypyridin-3-yl)-3'-ethyl-1'-[5-methoxy-4-(trifluoromethyl)pyridin-3-yl]spiro[6H-1,7-naphthyridine-5,4'-piperidine]-8-one